C(CCC)OC1=CC=C(C=C1)S(=O)(=O)C=1C=NC2=CC=C(C=C2C1N1CCN(C(CC1)=O)C)SC 1-(3-((4-butoxyphenyl)sulfonyl)-6-(methylthio)quinolin-4-yl)-4-methyl-1,4-diazepan-5-one